1,2,3,4,8,9-Hexahydropyrido[4',3':3,4]Pyrazolo[1,5-a]Pyrazine C1NCCC=2NN3C(=CNCC3)C21